methyl 1-[4-[benzenesulfonyl(methyl)amino]phenyl]-7-fluoro-5-methyl-9H-pyrido[3,4-b]indole-3-carboxylate C1(=CC=CC=C1)S(=O)(=O)N(C1=CC=C(C=C1)C1=NC(=CC2=C1NC1=CC(=CC(=C21)C)F)C(=O)OC)C